(3R,4S)-4-amino-1-(5-(trifluoromethyl)pyrimidin-2-yl)piperidin-3-ol hydrochloride Cl.N[C@@H]1[C@@H](CN(CC1)C1=NC=C(C=N1)C(F)(F)F)O